4-cyclohexyl-4-aza-tricyclo[6.2.1.02,7]-9-undecene-3-one C1(CCCCC1)N1C(C2C3C=CC(C2CC1)C3)=O